(((4-(2-chloro-5-methylpyrimidin-4-yl)phenyl)amino)methyl)cyclopropanecarbonitrile ClC1=NC=C(C(=N1)C1=CC=C(C=C1)NCC1(CC1)C#N)C